[Na].FC(C(C(F)(F)F)(C(F)(F)F)O)(F)F perfluoro-tertiary butanol sodium